7-(piperidin-4-yl)-4,5,6,7-tetrahydropyrazolo[1,5-a]Pyrimidine-3-carboxamide N1CCC(CC1)C1CCNC=2N1N=CC2C(=O)N